ClC1=C(C(=C(C=C1OC)OC)Cl)C1=CC2=C(N=C(N=C2)N[C@@H]2COCC[C@@H]2NC(C=C)=O)C(=N1)NCCO N-((3S,4S)-3-((6-(2,6-dichloro-3,5-dimethoxyphenyl)-8-((2-hydroxyethyl)amino)pyrido[3,4-d]pyrimidin-2-yl)amino)tetrahydro-2H-pyran-4-yl)acrylamide